ClC=1C=C(C=C(C1)Cl)C1=CC=C(C=C1)Cl 3,4',5-trichlorobiphenyl